4-(4-(6-(Difluoromethyl)imidazo[1,2-b]pyridazin-3-yl)pyridin-2-yl)thiomorpholine 1,1-dioxide FC(C=1C=CC=2N(N1)C(=CN2)C2=CC(=NC=C2)N2CCS(CC2)(=O)=O)F